COC(=O)C=1C(=NC(=CC1)OC)CC(C)NC(=O)OC(C)(C)C 2-[2-(tert-Butoxycarbonylamino)propyl]-6-methoxy-pyridine-3-carboxylic acid methyl ester